C(C)C1(CS(C2=C(N(C1)C1=CC=CC=C1)C=C(C(=C2)OCC(C(=O)OC)(C)F)SC)(=O)=O)CC methyl 3-((3,3-diethyl-7-(methylsulfanyl)-1,1-dioxo-5-phenyl-2,3,4,5-tetrahydro-1,5-benzothiazepin-8-yl) oxy)-2-fluoro-2-methylpropionate